C(#N)[C@H](C[C@H]1C(NC(C1)(C)C)=O)NC([C@H](CC1CC1)NC(=O)C=1NC2=CC=CC(=C2C1)OC)=O N-[(1S)-2-[[(1S)-1-cyano-2-[(3R)-5,5-dimethyl-2-oxo-pyrrolidin-3-yl]ethyl]amino]-1-(cyclopropylmethyl)-2-oxo-ethyl]-4-methoxy-1H-indole-2-carboxamide